C(CCCCCCCCCCCCC)OP(=O)([O-])[O-].[Na+].[Na+] disodium mono-tetradecylphosphate